1-(4-(2-bromo-3-hydroxy-6-methylpyridin-4-yl)-2-chlorophenyl)-3-methyl-1,3-dihydro-2H-imidazol-2-one BrC1=NC(=CC(=C1O)C1=CC(=C(C=C1)N1C(N(C=C1)C)=O)Cl)C